tert-butyl ((1R,2S)-1-hydroxy-1-(2,4,5-trifluorophenyl)pent-4-yn-2-yl)carbamate O[C@@H]([C@H](CC#C)NC(OC(C)(C)C)=O)C1=C(C=C(C(=C1)F)F)F